(Tetrahydro-2H-pyran-4-yl)methyl (4-amino-4'-fluoro-[1,1'-biphenyl]-3-yl)carbamate NC1=C(C=C(C=C1)C1=CC=C(C=C1)F)NC(OCC1CCOCC1)=O